CS(=O)(=O)N1CCN(CC1)C1=CC=C(C=N1)NC(=N)N 1-(6-(4-(methylsulfonyl)piperazin-1-yl)pyridin-3-yl)guanidine